BrC=1C=CC(=NC1)N1C2CN(CC1CC2)C(CCNCC2=CC=CC=1N2N=CN1)=O 1-[8-(5-bromopyridin-2-yl)-3,8-diazabicyclo[3.2.1]octan-3-yl]-3-[({[1,2,4]triazolo[1,5-a]pyridin-5-yl}methyl)amino]propan-1-one